ClCC1=NC=CC2=C1C=NN2COCC[Si](C)(C)C 4-(chloromethyl)-1-((2-(trimethylsilyl)ethoxy)methyl)-1H-pyrazolo[4,3-c]Pyridine